ClC1=C(C(=CC=C1)Cl)C=1C(C2=C(N=C(N=C2)NC=2C=C3CN(CC3=CC2)C)N(C1)C)=O 6-(2,6-dichlorophenyl)-8-methyl-2-[(2-methyl-2,3-dihydro-1H-isoindol-5-yl)amino]pyrido[2,3-d]pyrimidin-5(8H)-one